(2R,3S)-4-bromo-5-chloro-6-fluoro-3-methoxy-2-phenyl-2,3-dihydrobenzofuran-2-carbaldehyde BrC1=C(C(=CC2=C1[C@@H]([C@@](O2)(C=O)C2=CC=CC=C2)OC)F)Cl